6-((5-((((2-hexyldecyl)oxy)carbonyl)oxy)pentyl)(2-hydroxyethyl)amino)hexyl 4,4-bis(((Z)-oct-5-en-1-yl)oxy)butanoate C(CCC\C=C/CC)OC(CCC(=O)OCCCCCCN(CCO)CCCCCOC(=O)OCC(CCCCCCCC)CCCCCC)OCCCC\C=C/CC